ClCCC[Si](C[Si](OC)(OC)OC)(OC)OC 1-(3-chloropropyl)1,1,3,3,3-pentamethoxy-1,3-disilapropane